C1(=CC=CC=C1)CCNCCNC1=CC=CC=C1 [2-(Phenylethylamino)ethyl]aniline